BrC=1C=C2C=NN(C2=CC1)C1OCCCC1 5-bromo-1-tetrahydropyran-2-yl-indazole